(pyrazin-2-yl)-2-chloro-thiophenol N1=C(C=NC=C1)C=1C(=C(C=CC1)S)Cl